CC1=NNC=C1C=1SC=C(N1)C(=O)NC=1C(=NN(C1)C)C1=NC=CC=C1 2-(3-methyl-1H-pyrazol-4-yl)-N-(1-methyl-3-(pyridin-2-yl)-1H-pyrazol-4-yl)thiazole-4-carboxamide